OC1=C(C(=O)C2=CC=C(C=C2)OCC(C)C)C=CC(=C1)O 2,4-dihydroxy-4'-isobutoxybenzophenone